tert-Butyl 10-oxo-7-azaspiro[4.5]decane-7-carboxylate O=C1CCN(CC12CCCC2)C(=O)OC(C)(C)C